ClC1=C(C=CC=C1C1=C(C(=NC=C1)C1=CC=C2C(=CN(C2=C1)C)CNC1CCS(CC1)(=O)=O)Cl)C1=CC=C(C(=N1)OC)CNC[C@@H]1CCC(N1)=O (5S)-5-[[[6-[2-Chloro-3-[3-chloro-2-[3-[[(1,1-dioxothian-4-yl)amino]methyl]-1-methyl-indol-6-yl]-4-pyridyl]phenyl]-2-methoxy-3-pyridyl]methylamino]methyl]pyrrolidin-2-one